C(C=C)(=O)N1C[C@@H](C[C@@H]1C)N1C(=C(C2=C1N=CN=C2N)C(=O)NC(C)(C)C2=C(C=CC=C2)F)C#CC 7-((3R,5S)-1-acryloyl-5-methylpyrrolidin-3-yl)-4-amino-N-(2-(2-fluorophenyl)propan-2-yl)-6-(prop-1-yn-1-yl)-7H-pyrrolo[2,3-d]pyrimidine-5-carboxamide